NC=1C2=C(N=CN1)N(C=C2C2=CC=C(C=C2)NC(=O)NCC2=CC=CC=C2)CCN2CCOCC2 1-(4-(4-amino-7-(2-morpholinoethyl)-7H-pyrrolo[2,3-d]pyrimidin-5-yl)phenyl)-3-benzylurea